methyl 4-amino-9-(2-((1R,3S,5R)-3-((6-bromopyridin-2-yl) carbamoyl)-5-methyl-2-azabicyclo[3.1.0]hex-2-yl)-2-oxoethyl)-9H-pyrimido[4,5-b]indole-7-carboxylate NC1=NC=NC=2N(C3=CC(=CC=C3C21)C(=O)OC)CC(=O)N2[C@@H]1C[C@@]1(C[C@H]2C(NC2=NC(=CC=C2)Br)=O)C